Methyl (S)-1-((4-methyl-2-(((1R,3S)-3-(2-oxoethyl)cyclohexyl)oxy)phenyl)sulfonyl)piperidine-2-carboxylate CC1=CC(=C(C=C1)S(=O)(=O)N1[C@@H](CCCC1)C(=O)OC)O[C@H]1C[C@H](CCC1)CC=O